ClC1=CC2=CC=CC=C2C(=C1)CI 2-chloro-4-(iodomethyl)naphthalene